octadec-9,12-diene CCCCCCCCC=CCC=CCCCCC